piperazine HCl Cl.N1CCNCC1